azetidine-3-carboxamide trifluoroacetate salt FC(C(=O)O)(F)F.N1CC(C1)C(=O)N